4-[[6-[2,5-difluoro-4-[[1-(2-methoxyethyl)-6-(2H-tetrazol-5-yl)benzimidazol-2-yl]methyl]phenyl]-2-pyridyl]oxymethyl]-3-fluoro-benzonitrile FC1=C(C=C(C(=C1)CC1=NC2=C(N1CCOC)C=C(C=C2)C=2N=NNN2)F)C2=CC=CC(=N2)OCC2=C(C=C(C#N)C=C2)F